(-)-N-[(7S,12aS)-1,2,3,10-tetramethoxy-9-oxo-5,6,7,9-tetrahydrobenzo[a]heptalen-7-yl]-acetamide COC1=C(C(=CC2=C1C1=CC=C(C(C=C1[C@H](CC2)NC(C)=O)=O)OC)OC)OC